O[C@@H]1[C@@H]([C@@H](O[C@@H]([C@@H]1O)CO)OC)N(C(C)=O)C N-((2R,3S,4R,5R,6R)-4,5-dihydroxy-6-(hydroxymethyl)-2-methoxytetrahydro-2H-pyran-3-yl)-N-methyl-acetamide